CC1=CC(=C(C2=C1O[C@](CC2)(C)CCC[C@H](C)CCC[C@H](C)CCCC(C)C)C)O β-TOCOPHEROL